3-O-{6-O-[3-O-(beta-D-glucopyranosyl)-6-O-(E)-sinapoyl-D-glucopyranosyl]-beta-D-glucopyranosyl}cyanidin [C@@H]1([C@H](O)[C@@H](O)[C@H](O)[C@H](O1)CO)O[C@@H]1[C@H](C(O[C@@H]([C@H]1O)COC(\C=C\C1=CC(OC)=C(O)C(OC)=C1)=O)OC[C@@H]1[C@H]([C@@H]([C@H]([C@@H](O1)OC=1C(=[O+]C=2C=C(C=C(C2C1)O)O)C1=CC(O)=C(O)C=C1)O)O)O)O